C(#N)C(C(=O)OCC)=CC1=CC(=C(C=C1)O)OC Ethyl 2-cyano-3-(4-hydroxy-3-methoxyphenyl)prop-2-enoate